2-fluoro-4-(((3S,4R)-4-hydroxy-4-(hydroxymethyl)-1-((6-(trifluoromethoxy)pyridin-2-yl)sulfonyl)pyrrolidin-3-yl)oxy)benzonitrile FC1=C(C#N)C=CC(=C1)O[C@H]1CN(C[C@]1(CO)O)S(=O)(=O)C1=NC(=CC=C1)OC(F)(F)F